tert-Butyl (3R)-3-[2-(5-tert-butyl-1,2,4-oxadiazol-3-yl)-5-cyclopropylpyridin-4-yl]oxypyrrolidine-1-carboxylate C(C)(C)(C)C1=NC(=NO1)C1=NC=C(C(=C1)O[C@H]1CN(CC1)C(=O)OC(C)(C)C)C1CC1